CC(C)C(CC(C)C)(C)C 2,3,3,5-tetramethylhexane